sodium cytosine N1C(=O)N=C(N)C=C1.[Na]